6-tert-butoxy-6-oxo-hexanoic acid C(C)(C)(C)OC(CCCCC(=O)O)=O